NC=1C(=NC(=CN1)C(F)(F)F)CO 3-amino-6-(trifluoromethyl)pyrazin-2-methanol